CC1=C(OC2=CC=C(C=C2)C(C)=O)C=C(C(=C1)/N=C/N1CCCC1)C 1-(4-(2,5-dimethyl-4-(((E)-pyrrolidin-1-ylmethylene)amino)phenoxy)phenyl)ethan-1-one